C(C)(C)(C)OC(N[C@H]1[C@@H]2NC[C@H]1C[C@@H]2O)=O N-[(1S,4R,6S,7R)-6-hydroxy-2-azabicyclo[2.2.1]hept-7-yl]carbamic acid tert-butyl ester